2-(4-(3,5'-dichloro-4-((3,5-difluoropyridin-2-yl)methoxy-d2)-6-methyl-2-carbonyl-2H-[1,4'-bipyridin]-2'-yl)pyrimidin-2-yl)-N,2-dimethylpropionamide ClC=1C(N(C(=CC1OC([2H])([2H])C1=NC=C(C=C1F)F)C)C1=CC(=NC=C1Cl)C1=NC(=NC=C1)C(C(=O)NC)(C)C)=C=O